(rac)-ethyl trans-3-azido-1-(N-(2-((tert-butoxycarbonyl)amino)ethyl)sulfamoyl)-4-(3-(4,4,5,5-tetramethyl-1,3,2-dioxaborolan-2-yl)propyl)pyrrolidine-3-carboxylate N(=[N+]=[N-])[C@@]1(CN(C[C@H]1CCCB1OC(C(O1)(C)C)(C)C)S(NCCNC(=O)OC(C)(C)C)(=O)=O)C(=O)OCC |r|